COC(=O)C1=NC(=CN=C1OC)NC1=CC(=CC(=C1)F)F 6-(3,5-difluoroanilino)-3-methoxy-pyrazine-2-carboxylic acid methyl ester